2-(piperazin-1-yl)-1-(4-chlorophenyl)-1H-indole-3-carboxaldehyde N1(CCNCC1)C=1N(C2=CC=CC=C2C1C=O)C1=CC=C(C=C1)Cl